Methyl (E)-4-(3-amino-2-methyl-3-oxoprop-1-en-1-yl)benzoate NC(/C(=C/C1=CC=C(C(=O)OC)C=C1)/C)=O